ClC=1C(CCC2=C3[C@@H](C[C@@]4([C@](CC[C@H]4[C@@H]3CCC12)(O)C(C#C)(F)F)C)C1=CC=C(C=C1)C1CC1)=O (8S,11S,13S,14S,17S)-4-chloro-11-(4-cyclopropylphenyl)-17-(1,1-difluoroprop-2-yn-1-yl)-17-hydroxy-13-methyl-1,2,6,7,8,11,12,13,14,15,16,17-dodecahydro-3H-cyclopenta[a]phenanthren-3-one